FC1=CC(=CC2=CN(N=C12)C1=CC2=C(N=C(O2)C)C(=C1)C)N1CCNCC1 6-(7-fluoro-5-piperazin-1-yl-indazol-2-yl)-2,4-dimethyl-1,3-benzoxazole